2-[8-[(7-chloro-1H-indazol-5-yl)amino]-1-oxo-2-isoquinolyl]-N-(2,2,2-trifluoroethyl)acetamide ClC=1C=C(C=C2C=NNC12)NC=1C=CC=C2C=CN(C(C12)=O)CC(=O)NCC(F)(F)F